3,5-bis(methylthio)-2,6-toluenediamine CSC1=C(C(C)=C(C(=C1)SC)N)N